2-{4,7,10-tris[2-(tert-butoxy)-2-oxoethyl]-1,4,7,10-tetraazacyclododecan-1-yl}acetic acid C(C)(C)(C)OC(CN1CCN(CCN(CCN(CC1)CC(OC(C)(C)C)=O)CC(OC(C)(C)C)=O)CC(=O)O)=O